5-(2,3-bis(tert-butoxycarbonyl)guanidino)-2-((tert-butoxycarbonyl)amino)pentanoic acid C(C)(C)(C)OC(=O)N=C(NCCCC(C(=O)O)NC(=O)OC(C)(C)C)NC(=O)OC(C)(C)C